COC=1C=C(C=CC1OC)C1=CC=C(C2=NSN=C21)C2=CC(=C(C=C2)OC)OC 4,7-bis(3,4-dimethoxyphenyl)benzo[c][1,2,5]thiadiazole